C(C)(C)(C)OC(CN1CCNCCN(CCNCC1)CC(=O)OC(C)(C)C)=O tert-butyl 2-{7-[2-(tert-butoxy)-2-oxoethyl]-1,4,7,10-tetraazacyclododecan-1-yl}acetate